C(CCCCCCCCCCC#CCC)OC1OCCCC1 2-(12-pentadecynyloxy)tetrahydro-2H-pyran